C1(=CC=CC=C1)C1=CC=C(C=C1)C(C)=O 1-(4-phenylphenyl)ethanone